5,6-Dimethyl-2-nitro-4,5,6,7-tetrahydropyrazolo[1,5-a]pyrazine CN1CC=2N(CC1C)N=C(C2)[N+](=O)[O-]